1-(thiophen-3-ylmethyl)piperazine S1C=C(C=C1)CN1CCNCC1